CN1C(CNCCC1)=O 1-N-methyl-hexahydro-1,4-diazepinone